8-chloro-5-methyl-2-(thiazol-5-yl)pyrido[3,2-d]pyrimidin-6(5H)-one ClC1=CC(N(C2=C1N=C(N=C2)C2=CN=CS2)C)=O